6-(benzo[d][1,2,3]thiadiazol-5-ylmethoxy)-4-(piperidine-1-carbonyl)quinoline-2-carboxylic acid hydrochloride Cl.S1N=NC2=C1C=CC(=C2)COC=2C=C1C(=CC(=NC1=CC2)C(=O)O)C(=O)N2CCCCC2